2-(2,6-dioxopiperidin-3-yl)-5-(4-hydroxy-1-((2-phenyl-1H-imidazol-4-yl)methyl)piperidin-4-yl)isoindoline-1,3-dione O=C1NC(CCC1N1C(C2=CC=C(C=C2C1=O)C1(CCN(CC1)CC=1N=C(NC1)C1=CC=CC=C1)O)=O)=O